C1(CC1)C1=C(C=CC=C1OC1CCOCC1)C(C(=O)O)N1CC(C1)OCCCCCC1=NC=2NCCCC2C=C1 2-(2-cyclopropyl-3-(tetrahydro-2H-pyran-4-yloxy)phenyl)-2-(3-(5-(5,6,7,8-tetrahydro-1,8-naphthyridin-2-yl)pentyloxy)azetidin-1-yl)acetic acid